N1(C=NC=C1)CCCCCCOC1=NC2=CC=CC=C2C=N1 ((6-(1H-imidazol-1-yl)hexyl)oxy)quinazoline